3-(acryloxymethyl)-3-ethyl-oxetane C(C=C)(=O)OCC1(COC1)CC